The molecule is a N-alkylpiperazine, a N-iminopiperazine and a member of rifamycins. It has a role as an antitubercular agent and a leprostatic drug. C[C@H]1/C=C/C=C(\\C(=O)NC2=C(C(=C3C(=C2O)C(=C(C4=C3C(=O)[C@](O4)(O/C=C/[C@@H]([C@H]([C@H]([C@@H]([C@@H]([C@@H]([C@H]1O)C)O)C)OC(=O)C)C)OC)C)C)O)O)/C=N/N5CCN(CC5)C6CCCC6)/C